C(C)(C)C1=C(C=CC=C1)C=1C(=NC=C(C1)C(F)(F)F)N (2-isopropylphenyl)-5-(trifluoromethyl)pyridin-2-amine